O1CC=CC=CC2=C1C=CC=C2 2H-1-benzoxocin